1-cyclohexyl-5-[3-(2-methylphenyl)-1,2,4-oxadiazol-5-yl]-1H-1,2,3-benzotriazole C1(CCCCC1)N1N=NC2=C1C=CC(=C2)C2=NC(=NO2)C2=C(C=CC=C2)C